5-fluoro-3-methoxy-1-(4-bromo-1-naphthyl)-4-trifluoromethylpyrazole FC1=C(C(=NN1C1=CC=C(C2=CC=CC=C12)Br)OC)C(F)(F)F